N-(5-(2,3-Dihydrobenzo[b][1,4]dioxine-6-carboxamido)-2-fluorophenyl)-6-((4-hydroxypiperidin-1-yl)methyl)thieno[2,3-b]pyridine-2-carboxamide O1C2=C(OCC1)C=C(C=C2)C(=O)NC=2C=CC(=C(C2)NC(=O)C2=CC=1C(=NC(=CC1)CN1CCC(CC1)O)S2)F